CC1CCC(CN1)O 6-methylpiperidin-3-ol